C(C)(C)(C)OC(NC(CC1=CC(=C2C(=NC=NN21)N)C=2C=NC1=CC=CC=C1C2)C=C)=O (1-(4-amino-5-(quinolin-3-yl)pyrrolo[2,1-f][1,2,4]triazin-7-yl)but-3-en-2-yl)carbamic acid tert-butyl ester